2-Methyl-4-(4-(trifluoromethyl)phenyl)piperidine CC1NCCC(C1)C1=CC=C(C=C1)C(F)(F)F